OC[C@H](C1=CC=CC=C1)NCCCOC=1C(=C(C=CC1)C1=C(C(=CC=C1)OCCCN1C[C@@H](CC1)O)C)C (R)-1-(3-((3'-(3-(((S)-2-hydroxy-1-phenylethyl)amino)propoxy)-2,2'-dimethyl-[1,1'-biphenyl]-3-yl)oxy)propyl)pyrrolidin-3-ol